4-(2-fluoro-4-methylphenyl)-6,7-dimethyl-2-((2R,4S)-2-(1-methyl-1H-pyrazol-4-yl)tetrahydro-2H-pyran-4-yl)pteridine FC1=C(C=CC(=C1)C)C1=NC(=NC2=NC(=C(N=C12)C)C)[C@@H]1C[C@@H](OCC1)C=1C=NN(C1)C